C(OC[C@]1(O[C@H](C[C@@H]1OC(=O)OCCCC12CC3CC(CC(C1)C3)C2)N2C3=NC(=NC(=C3N=C2)N)F)C#C)(OCCCC23CC1CC(CC(C2)C1)C3)=O ((2R,3S,5R)-3-[3-(1-adamantyl)propoxycarbonyloxy]-5-(6-amino-2-fluoro-9H-purin-9-yl)-2-ethynyl-tetrahydrofuran-2-yl)methyl 3-(1-adamantyl)propyl carbonate